N-(4,4-difluoro-3-methyl-6,7-dihydro-5H-pyrazolo[1,5-a]pyridin-2-yl)-4-methyl-3-[2-(3-pyridinyl)ethynyl]benzamide FC1(C=2N(CCC1)N=C(C2C)NC(C2=CC(=C(C=C2)C)C#CC=2C=NC=CC2)=O)F